Cl.Cl.CC1=NNC(=C1)C=1C=C(C=2N(C1)N=CC2C#N)C=2C=NC(=CC2)N2CCNCC2 6-(3-methyl-1H-pyrazol-5-yl)-4-(6-(piperazin-1-yl)pyridin-3-yl)pyrazolo[1,5-a]pyridine-3-carbonitrile dihydrochloride